The molecule is a thioxanthene derivative having a trifluoromethyl substituent at the 2-position and a 3-(4-(2-hydroxyethyl)piperazin-1-yl)propylidene group at the 10-position with undefined double bond stereochemistry. It has a role as a dopaminergic antagonist, an alpha-adrenergic antagonist, an anxiolytic drug, an antidepressant, a first generation antipsychotic and an EC 3.4.21.26 (prolyl oligopeptidase) inhibitor. It is a N-alkylpiperazine, a member of thioxanthenes, a fluorine molecular entity and a primary alcohol. C1CN(CCN1CC/C=C/2\\C3C=C(C=CC3SC4=CC=CC=C42)C(F)(F)F)CCO